methyl (E)-3-[2-(4-benzylsulfanyl-2-methyl-anilino)-4-(cyclopentylamino) pyrimidin-5-yl]prop-2-enoate C(C1=CC=CC=C1)SC1=CC(=C(NC2=NC=C(C(=N2)NC2CCCC2)/C=C/C(=O)OC)C=C1)C